FC1=CC=C(C=N1)C1=NC(=NC=C1SC)NC1=CC=C(C(=O)NC2=C(C=CC(=C2)CN2CCOCC2)C)C=C1 4-[4-(6-fluoro-pyridin-3-yl)-5-methylsulfanyl-pyrimidin-2-ylamino]-N-(2-methyl-5-morpholin-4-ylmethyl-phenyl)-benzamide